3-chloro-4-(6-fluoropyridin-3-yl)-6-(1-methyl-1H-pyrazol-4-yl)pyrazolo[1,5-a]pyrazine ClC=1C=NN2C1C(=NC(=C2)C=2C=NN(C2)C)C=2C=NC(=CC2)F